C12CCC(CC1)N2 7-azabicyclo[2.2.1]heptan